4-((2,6-difluoro-4-(5-methyl-3-(trifluoromethyl)-1H-1,2,4-triazol-1-yl)benzyl)oxy)phenyl sulfurofluoridate S(OC1=CC=C(C=C1)OCC1=C(C=C(C=C1F)N1N=C(N=C1C)C(F)(F)F)F)(=O)(=O)F